(quinolin-2-ylsulfanyl)acetamide N1=C(C=CC2=CC=CC=C12)SCC(=O)N